(S)-3-(6-fluoro-1-oxo-5-(piperidin-4-yl)isoindolin-2-yl)piperidine-2,6-dione FC1=C(C=C2CN(C(C2=C1)=O)[C@@H]1C(NC(CC1)=O)=O)C1CCNCC1